tert-butyl (1R,5S)-3-(2-ethoxy-2-oxoethyl)-3,8-diazabicyclo[3.2.1]octane-8-carboxylate C(C)OC(CN1C[C@H]2CC[C@@H](C1)N2C(=O)OC(C)(C)C)=O